C(C)(C)(C)OC(=O)N1CC2=CC=C(C=C2CC1)C1=NC(=C(C2=C1C=CS2)C2=C(C=C(C=C2)F)OCCOC)C(N)=S 6-[6-thiocarbamoyl-7-[4-fluoro-2-(2-methoxyethoxy)phenyl]thieno[3,2-c]pyridin-4-yl]-3,4-dihydro-1H-isoquinoline-2-carboxylic acid tert-butyl ester